2-(6-(((1S,3S)-3-aminocyclopentyl)amino)pyridin-3-yl)-6-chloropyridazin-3(2H)-one N[C@@H]1C[C@H](CC1)NC1=CC=C(C=N1)N1N=C(C=CC1=O)Cl